C1(=C(C=CC=C1)NC1=CC(=NC=N1)N1C[C@H]([C@@H](CC1)N1CC2=CC=CC=C2CC1)O)C1=CC=CC=C1 trans-1-(6-([1,1'-biphenyl]-2-ylamino)pyrimidin-4-yl)-4-(3,4-dihydroisoquinolin-2(1H)-yl)piperidin-3-ol